C(=C\CCCC)/C1=CC=C(C=C1)/C=C/C(=O)C1=C(OCC(=O)O)C=C(C=C1)OCC=C(C)C 2-[2-[(E)-3-[4-[(E)-Hex-1-enyl]phenyl]prop-2-enoyl]-5-(3-methylbut-2-enoxy)phenoxy]acetic acid